FC1=C(CN2C(C3=NC=CC=C3C2=O)([2H])[2H])C(=CC(=C1)C=1C=2C(C=NC1)=NN(C2)C)F 6-(2,6-difluoro-4-(2-methyl-2H-pyrazolo[3,4-c]pyridin-4-yl)benzyl)-6,7-dihydro-5H-pyrrolo[3,4-b]pyridin-5-one-7,7-d2